ClC=1C=C(C=C(C1)F)[C@@H]1N(OCC1)C1=CC(=NC=N1)NC=1C(=CC(=C(C1)NC(C=C)=O)N1CCC(CC1)N1C[C@@H](O[C@@H](C1)C)C)OC N-(5-((6-((R)-3-(3-chloro-5-fluorophenyl)isoxazolidine-2-yl)pyrimidine-4-yl)amino)-2-(4-((2S,6R)-2,6-dimethylmorpholino)piperidine-1-yl)-4-methoxyphenyl)acrylamide